ClC=1C(=C(C=CC1F)[C@@H](NC(=O)N1[C@@H](C(NCC1)=O)C)[C@@H]1CC12CC2)F |o1:8,20| (2R)-N-((S or R)-(3-chloro-2,4-difluoro-phenyl)((R or S)-spiro[2.2]pentan-1-yl)methyl)-2-methyl-3-oxopiperazine-1-carboxamide